tert-butyl 4-(3-carbamoylcyclopentanecarbonyl)piperazine-1-carboxylate C(N)(=O)C1CC(CC1)C(=O)N1CCN(CC1)C(=O)OC(C)(C)C